bis(1-(tert-butylperoxy)-1-methylethyl)benzene methyl-3-chloro-5-(5-(4,4-difluoropiperidine-1-carbonyl)-1H-pyrrolo[2,3-b]pyridin-1-yl)benzoate COC(C1=CC(=CC(=C1)N1C=CC=2C1=NC=C(C2)C(=O)N2CCC(CC2)(F)F)Cl)=O.C(C)(C)(C)OOC(C)(C)C2=C(C=CC=C2)C(C)(OOC(C)(C)C)C